N'-pyrazin-2-ylprop-2-enohydrazide N1=C(C=NC=C1)NNC(C=C)=O